(tert-butyl)-[1,1'-biphenyl]-2-olate C(C)(C)(C)C1=C(C(=CC=C1)C1=CC=CC=C1)[O-]